C1C(CC2=CC=CC=C12)NC=1N=CC2=C(N1)CN(C2)C2=NN=C(O2)CC(=O)N2CC1=C(CC2)N=NN1 2-(5-(2-((2,3-dihydro-1H-inden-2-yl)amino)-5,7-dihydro-6H-pyrrolo[3,4-d]pyrimidin-6-yl)-1,3,4-oxadiazol-2-yl)-1-(3,4,6,7-tetrahydro-5H-[1,2,3]triazolo[4,5-c]pyridin-5-yl)ethan-1-one